2-chloro-4-(1-(cyclopentyl(pyridin-2-yl)methyl)-5-(3,5-dimethylisoxazol-4-yl)-1H-pyrrolo[2,3-b]pyridin-3-yl)benzoic acid ClC1=C(C(=O)O)C=CC(=C1)C1=CN(C2=NC=C(C=C21)C=2C(=NOC2C)C)C(C2=NC=CC=C2)C2CCCC2